CO[C@H]([C@H](C(C)C)S(=O)(=O)N(CC1=CC=C(C=C1)OC)CC1=CC=C(C=C1)OC)CC=C (3S,4S)-4-METHOXY-N,N-BIS(4-METHOXYBENZYL)-2-METHYLHEPT-6-ENE-3-SULFONAMIDE